2-((4-chloro-5-methyl-1H-pyrazol-3-yl)methyl)-6-((1-methyl-1H-pyrazol-3-yl)sulfonyl)phthalazin-1(2H)-one ClC=1C(=NNC1C)CN1C(C2=CC=C(C=C2C=N1)S(=O)(=O)C1=NN(C=C1)C)=O